(1S,2S)-2-((bis(methyl-d3)amino)methyl)-N-(3-(4-cyclopropoxy-2-methoxypyridin-3-yl)-1H-pyrrolo[2,3-b]pyridin-6-yl)cyclopropane-1-carboxamide C([2H])([2H])([2H])N(C([2H])([2H])[2H])C[C@@H]1[C@H](C1)C(=O)NC1=CC=C2C(=N1)NC=C2C=2C(=NC=CC2OC2CC2)OC